3-(difluoromethyl)-9-methyl-3,4,7,15-tetraazatricyclo[12.3.1.02,6]Octadeca-1(18),2(6),4,14,16-pentaen-8-one trifluoroacetate salt FC(C(=O)O)(F)F.FC(N1C=2C=3C=CN=C(CCCCC(C(NC2C=N1)=O)C)C3)F